2,3-dihydro-1H-isoindole-1,4-dione C1(NCC2C(C=CC=C12)=O)=O